FC1=C(C(=C(C(=C1[B-](C1=C(C(=C(C(=C1F)F)F)F)F)(C1=C(C(=C(C(=C1F)F)F)F)F)C1=C(C(=C(C(=C1F)F)F)F)F)F)F)F)F.C(CCCCCCCCCCCCCCCCC)[NH+](C1=C(C=C(C=C1C)C)C)CCCCCCCCCCCCCCCCCC N,N-di(octadecyl)(2,4,6-trimethylanilinium) tetrakis(pentafluorophenyl)borate